COC1=CC(=NC=N1)NC(C1=CC(=CC=C1)CNC1=NC=C(C2=C1CCO2)C2=CC=NC=C2)=O N-(6-methoxypyrimidin-4-yl)-3-(((7-(pyridin-4-yl)-2,3-dihydrofuro[3,2-c]pyridin-4-yl)amino)methyl)benzamide